O=C(CNC(OCC1C2=CC=CC=C2C=2C=CC=CC12)=O)NCOCC(C(F)(F)F)(F)F (9H-fluoren-9-yl)methyl (2-oxo-2-(((2,2,3,3,3-pentafluoropropoxy)methyl)amino)ethyl)carbamate